C(C)(C)(C)OC(=O)N[C@H](C(=O)N1[C@@H](CCC1)C(=O)OC)CO Methyl (2S)-1-[(2S)-2-[(tert-butoxycarbonyl)amino]-3-hydroxypropanoyl]pyrrolidine-2-carboxylate